NC1=NC(=NC2=C(C=CC=C12)C=1C=C(C=CC1)NC(C(=C)C)=O)NC1=CC=C(C=C1)N1CCOCC1 N-(3-(4-amino-2-((4-morpholinylphenyl)amino)quinazolin-8-yl)phenyl)methacrylamide